Vinylsulfon C(=C)S(=O)(=O)C=C